C(CCCCC)C(C(C)=O)(CCCCCC)CCCCCC trihexylacetone